C(C)(C)(C)OC(=O)NCC1CCC(CC1)C(=O)NCCOC1=CC=C(C=C1)C1=C(C(=O)OC)C=CN=C1 methyl 3-(4-(2-((1r,4r)-4-((tert-butoxycarbonylamino)methyl) cyclohexanecarboxamido)ethoxy) phenyl)isonicotinate